2,4-diamino-pyrimidine-5-carboxylic acid NC1=NC=C(C(=N1)N)C(=O)O